C(C1=CC=CC=C1)N1CCCC1 benzylpyrrolidin